1-(2-aminoethyl)imidazole hydrobromide Br.NCCN1C=NC=C1